1-[(cis)-3-hydroxy-3-methylcyclobutyl]-7-(trifluoromethyl)-1H-1,3-benzimidazol-5-ol OC1(CC(C1)N1C=NC2=C1C(=CC(=C2)O)C(F)(F)F)C